FC=1C=C(C=CC1F)[C@H]1[C@@H](CN(C1)CCOC)NC(=O)NC1=C(C(=NN1C)C1=NC=C(N=C1)C)C 1-((3S,4R)-4-(3,4-difluorophenyl)-1-(2-methoxyethyl)pyrrolidin-3-yl)-3-(1,4-dimethyl-3-(5-methylpyrazin-2-yl)-1H-pyrazol-5-yl)urea